ClC1=CC=C(C=C1)C#CCN1C(N(C(C=2N(C(=NC12)S(=O)(=O)CC1CC1)C)=O)C)=O 3-(3-(4-chlorophenyl)prop-2-yn-1-yl)-8-((cyclopropylmethyl)sulfonyl)-1,7-dimethyl-3,7-dihydro-1H-purine-2,6-dione